C[C@@H]1CN(CCC1)CC=1C=C(C=2N(C1)C=CN2)C(=O)[Li] (S)-(6-((3-methylpiperidin-1-yl)methyl)imidazo[1,2-a]pyridine-8-carbonyl)lithium